5-PHENYLISOXAZOLE-3-CARBALDEHYDE C1(=CC=CC=C1)C1=CC(=NO1)C=O